2-amino-4-(1,3-dioxan-2-yl)phenol NC1=C(C=CC(=C1)C1OCCCO1)O